2-(1-(4-(2,6-bis(benzyloxy)pyridin-3-yl)phenyl)-4-fluoropiperidin-4-yl)ethan-1-ol C(C1=CC=CC=C1)OC1=NC(=CC=C1C1=CC=C(C=C1)N1CCC(CC1)(F)CCO)OCC1=CC=CC=C1